(R or S)-N-(5,6-difluoro-1H-indol-3-yl)-1-(1-(4-(trifluoromethyl)phenyl)ethyl)-1H-pyrazole-4-carboxamide FC=1C=C2C(=CNC2=CC1F)NC(=O)C=1C=NN(C1)[C@H](C)C1=CC=C(C=C1)C(F)(F)F |o1:19|